2-Bromo-3-[(methylsulfanyl)methyl]-N-(1-methyl-1H-tetrazol-5-yl)-4-(trifluoromethyl)benzamid BrC1=C(C(=O)NC2=NN=NN2C)C=CC(=C1CSC)C(F)(F)F